7-((7-(decanoyloxy)heptyl)(2-hydroxyethyl)amino)heptyl 2-(7-fluoroheptyl)decanoate FCCCCCCCC(C(=O)OCCCCCCCN(CCO)CCCCCCCOC(CCCCCCCCC)=O)CCCCCCCC